CCCCCCCC(C)O Heptane-7-ylethanol